C(C)(C)(C)OC(=O)N1[C@@H](C[C@H](CC1)CCOC1=C(C=C(C=C1)N1C(N(C(C1(C)C)=O)C1=CC(=C(C=C1)C#N)C(F)(F)F)=S)CC)C (2r,4s)-4-[2-[4-[3-[4-cyano-3-(trifluoromethyl)phenyl]-5,5-dimethyl-4-oxo-2-thioxo-imidazolidin-1-yl]-2-ethyl-phenoxy]ethyl]-2-methyl-piperidine-1-carboxylic acid tert-butyl ester